4-ethoxy-3-(1-methyl-7-oxo-3-propyl-6,7-dihydro-1H-pyrazolo[4,3-d]pyrimidin-5-yl)benzenesulfonyl chloride C(C)OC1=C(C=C(C=C1)S(=O)(=O)Cl)C=1NC(C2=C(N1)C(=NN2C)CCC)=O